bis(2,6-di-t-butyl-4-methylphenyl)pentaerythritol Di-phosphite P(O)(O)O.P(O)(O)O.C(C)(C)(C)C1=C(C(=CC(=C1)C)C(C)(C)C)C(O)(C(CO)(CO)CO)C1=C(C=C(C=C1C(C)(C)C)C)C(C)(C)C